2,5-dithienylbenzene S1C(=CC=C1)C1=CC=C(C=C1)C=1SC=CC1